(2S,3R)-1-(3-cyano-6-methyl-4-(trifluoromethyl)pyridin-2-yl)-3-hydroxy-N-(m-tolyl)pyrrolidine-2-carboxamide C(#N)C=1C(=NC(=CC1C(F)(F)F)C)N1[C@@H]([C@@H](CC1)O)C(=O)NC=1C=C(C=CC1)C